[NH-]C(=O)OCC Urethaneid